Nα-Acetylhistidin C(C)(=O)N[C@@H](CC1=CNC=N1)C(=O)O